(1R,3S)-1-methyl-1,2,3,4-tetrahydro-beta-carboline-3-carboxylic acid C[C@H]1N[C@@H](CC=2C3=CC=CC=C3NC12)C(=O)O